Cl.N[C@H]1CN(CC1)C1=CC=C2C(OC(C2=C1)=O)CC1=C(C=C(C=C1)OC)C 6-((R)-3-aminopyrrolidin-1-yl)-3-(2-methyl-4-methoxybenzyl)isobenzofuran-1(3H)-one hydrochloride